COC(=O)C1=NN(C2=NC=C(C=C21)Br)C2OCCCC2 5-bromo-1-(tetrahydro-2H-pyran-2-yl)-1H-pyrazolo[3,4-b]pyridine-3-carboxylic acid methyl ester